C(C1CO1)C(N)(C=1C=C(C=CC1)C(N)(CC1CO1)CC1CO1)CC1CO1 tetraglycidyl-1,3-benzenebis(methylamine)